[N+]12(CCN(CC1)CC2)C2=NC(=C(C1=CC(=CC(=C21)OCC2=CC=CC=C2)F)C2=CC(=C(C=C2)F)F)C2CCOCC2 1-(4-aza-1-azoniabicyclo[2.2.2]oct-1-yl)-8-benzyloxy-4-(3,4-difluorophenyl)-6-fluoro-3-tetrahydropyran-4-yl-isoquinoline